The molecule is an amino disaccharide consisting of 2-acetamido-2-deoxy-beta-D-glucopyranose and beta-D-mannopyranose joined in sequence by a (1->2) glycosidic bond. It is an amino disaccharide and a member of acetamides. It derives from a beta-D-mannose and a N-acetyl-beta-D-glucosamine. CC(=O)N[C@@H]1[C@H]([C@@H]([C@H](O[C@H]1O[C@H]2[C@H]([C@@H]([C@H](O[C@H]2O)CO)O)O)CO)O)O